5-Butoxy-3-(4-(((3R,5S)-3,5-dimethylpiperazin-1-yl)methyl)-2-methoxybenzyl)-1H-pyrazolo[4,3-d]pyrimidin-7-amine C(CCC)OC=1N=C(C2=C(N1)C(=NN2)CC2=C(C=C(C=C2)CN2C[C@H](N[C@H](C2)C)C)OC)N